BrC1=NN=C2N1CCN(C2)C(C)=O 1-(3-bromo-6,8-dihydro-5H-[1,2,4]triazolo[4,3-a]pyrazin-7-yl)ethanone